ClC1=CC=C2C=CC(=C(C2=C1)SC)OB(O)O (7-chloro-1-(methylthio)naphthalen-2-yl)boric acid